C(C)(C)(C)OC(=O)N(C(C)C1=C(C=CC(=C1)F)NC1=C(C(=O)O)C=C(C=C1)C(F)(F)F)CCC1=NC(=CC=C1[N+](=O)[O-])OC 2-((2-(1-((tert-Butoxycarbonyl)(2-(6-methoxy-3-nitropyridin-2-yl)ethyl)amino)-ethyl)-4-fluorophenyl)amino)-5-(trifluoromethyl)benzoic acid